OC[C@H](C1=CC=CC=C1)NC1=NC(=NC=C1C(=O)NC(C)C)NC1=CC(=C(C=C1)S(=O)(=O)C)C 4-{[(1S)-2-hydroxy-1-phenylethyl]amino}-2-{[3-methyl-4-(methylsulfonyl)phenyl]amino}-N-(propan-2-yl)pyrimidine-5-carboxamide